FC(CCN[NH3+])(C(F)(F)F)F 2-(3,3,4,4,4-pentafluorobutyl)hydrazin-1-ium